(2S,4S)-1-(tert-butoxycarbonyl)-pyrrolidine-2-carboxylic acid C(C)(C)(C)OC(=O)N1[C@@H](CCC1)C(=O)O